ClCC(=O)[C@H]1[C@@H](C1)F trans-2-chloro-1-(2-fluorocyclopropyl)ethan-1-one